CC1(N(C[C@H]2[C@@H]1CN(C2)C=2C=1N(C=CC2C(F)(F)F)C=NC1)C(C)=O)C |r| rac-1-((3as,6ar)-1,1-dimethyl-5-(7-(trifluoromethyl)imidazo[1,5-a]pyridin-8-yl)hexahydropyrrolo[3,4-c]pyrrol-2(1H)-yl)ethanone